2-(4-(5-chloro-2-(1H-tetrazol-1-yl)phenyl)-2,5-dioxopiperazin-1-yl)-4-methoxy-N-(2-methyl-2H-indazol-5-yl)butanamide ClC=1C=CC(=C(C1)N1CC(N(CC1=O)C(C(=O)NC1=CC2=CN(N=C2C=C1)C)CCOC)=O)N1N=NN=C1